C(CCCCCCCCCCC)[NH-].[Na+].[Na+].C(CCCCCCCCCCC)[NH-] disodium laurylamide